(1R*,3S*)-1-(3-(5-chloropyrimidin-2-yl)benzyl)-N-methoxy-N-methyl-3-(methylsulfonamido)cyclopentane-1-carboxamide ClC=1C=NC(=NC1)C=1C=C(C[C@]2(C[C@H](CC2)NS(=O)(=O)C)C(=O)N(C)OC)C=CC1 |o1:11,13|